C(C1=CC=CC=C1)OC[C@@H]1[C@H](C1)COC1=C(C=CC(=N1)C(=O)NC(C(=O)O)(CC)CC)N1CC(C1)OC 2-[(6-{[(1S,2S)-2-[(Benzyloxy)methyl]cyclopropyl]methoxy}-5-(3-methoxyazetidin-1-yl)pyridin-2-yl)formamido]-2-ethylbutanoic acid